2-bromo-1-(3-bromo-4-methylphenyl)ethan-1-one BrCC(=O)C1=CC(=C(C=C1)C)Br